7-[(3-bromophenyl)methyl]-1,3-dimethyl-2,3,6,7-tetrahydro-1H-purine-2,6-dione BrC=1C=C(C=CC1)CN1C=NC=2N(C(N(C(C12)=O)C)=O)C